(Z)-N-(2-(diethylamino)ethyl)-5-((5-fluoro-1-glycyl-2-oxoindolin-3-ylidene)methyl)-2,4-dimethyl-1H-pyrrole-3-carboxamide C(C)N(CCNC(=O)C1=C(NC(=C1C)\C=C\1/C(N(C2=CC=C(C=C12)F)C(CN)=O)=O)C)CC